di(tert-butyl)(3,5-diethylphenyl)phosphine C(C)(C)(C)P(C1=CC(=CC(=C1)CC)CC)C(C)(C)C